COC(C(C)OC1=CC(=C(C=C1)C1=NC(=NC(=N1)C1=C(C=C(C=C1)OC(C(=O)OC)C)O)C1=CC=C(C=C1)OC)O)=O 2-[3-hydroxy-4-[4-[2-hydroxy-4-(2-methoxy-1-methyl-2-oxo-ethoxy)phenyl]-6-(4-methoxyphenyl)-1,3,5-triazin-2-yl]phenoxy]propionic acid methyl ester